P(NC(C)C)([O-])(=O)O N-isopropyl phosphoramidate